FC=1C=CC(=NC1)CNC(=O)NC1=CC=C(C=C1)[C@@H](C)C1=C(N=CN1COCC[Si](C)(C)C)C |r| (rac)-(R)-1-((5-fluoropyridin-2-yl)methyl)-3-(4-(1-(4-methyl-1-((2-(trimethylsilyl)ethoxy)methyl)-1H-imidazol-5-yl)ethyl)phenyl)urea